1-(2-(7-((2-(2,6-dioxopiperidin-3-yl)-1,3-dioxoisoindolin-4-yl)amino)heptanamido)ethyl)-N-(2-(((S)-2-methylpyrrolidin-1-yl)methyl)-1H-benzo[d]imidazol-5-yl)-1H-indazole-5-carboxamide O=C1NC(CCC1N1C(C2=CC=CC(=C2C1=O)NCCCCCCC(=O)NCCN1N=CC2=CC(=CC=C12)C(=O)NC1=CC2=C(NC(=N2)CN2[C@H](CCC2)C)C=C1)=O)=O